allyl-(methyl)dimethoxysilane C(C=C)[Si](OC)(OC)C